BrC1=CC=2NC(N(C(C2S1)=O)C1=CN=CC2=CC=CC=C12)=O 6-bromo-3-(4-isoquinolyl)-1H-thieno[3,2-d]pyrimidine-2,4-dione